N-((1r,4r)-4-((4-((3,4-dichloro-2-fluorophenyl)amino)-7-methoxyquinazolin-6-yl)oxy)cyclohexyl)acrylamide ClC=1C(=C(C=CC1Cl)NC1=NC=NC2=CC(=C(C=C12)OC1CCC(CC1)NC(C=C)=O)OC)F